2,8-diazaspiro[4.5]Decane-3-carboxylic acid C1NC(CC12CCNCC2)C(=O)O